CN(C(O[C@H](C(=O)NC=1C(N(C=CC1)CC=1NC2=NC=NC(=C2N1)CCC(C)(C)C)=O)CC\C=C\C(=O)N(C)C)=O)C (S,E)-7-(dimethylamino)-1-((1-((6-(3,3-dimethylbutyl)-9H-purin-8-yl)methyl)-2-oxo-1,2-dihydropyridin-3-yl)amino)-1,7-dioxohept-5-en-2-yl dimethylcarbamate